n-undecyl-imidazole C(CCCCCCCCCC)C=1NC=CN1